benzyl 3-[[3-benzyloxy-6-[2-methyl-4-(trifluoromethyl)-6-(2-trimethylsilylethoxymethoxy)phenyl]pyrazin-2-yl]carbamothioylamino]piperidine-1-carboxylate C(C1=CC=CC=C1)OC=1C(=NC(=CN1)C1=C(C=C(C=C1OCOCC[Si](C)(C)C)C(F)(F)F)C)NC(=S)NC1CN(CCC1)C(=O)OCC1=CC=CC=C1